2-(3-acetyl-5-(6-morpholinopyridin-3-yl)-1H-indazol-1-yl)-N-(2-((3-chloro-2-fluorophenylmethyl)amino)-2-oxoethyl)-N-cyclopropylacetamide C(C)(=O)C1=NN(C2=CC=C(C=C12)C=1C=NC(=CC1)N1CCOCC1)CC(=O)N(C1CC1)CC(=O)NCC1=C(C(=CC=C1)Cl)F